2-([1,1'-biphenyl]-2-ylmethyl)-7-fluoroimidazo[1,2-c]quinazolin-5-amine C1(=C(C=CC=C1)CC=1N=C2N(C(=NC=3C(=CC=CC23)F)N)C1)C1=CC=CC=C1